ClC=1SC2=C(N1)C=C(C(=C2CC(=C)C)O)F 2-chloro-5-fluoro-7-(2-methylallyl)benzo[d]thiazol-6-ol